C1OCC(C2=CC=CC=C12)CC(=O)OCC Ethyl 2-(isochroman-4-yl)acetate